4-(1-methylimidazol-2-yl)-4-oxo-butanoic acid ethyl ester C(C)OC(CCC(=O)C=1N(C=CN1)C)=O